6-chloro-3-formyl-1H-indole-2-carboxylic acid ClC1=CC=C2C(=C(NC2=C1)C(=O)O)C=O